3-methylenepiperidine C=C1CNCCC1